BrC1=NC=C(C=C1)C(C)(C)OC 2-bromo-5-(2-methoxyprop-2-yl)pyridine